N[C@]1([C@@H](CC[C@H](C1)CCB(O)O)CNC([C@H](C(C)(C)O)NC(=O)OC(C)(C)C)=O)C(=O)O (1R,2S,5R)-1-amino-5-(2-boronoethyl)-2-(((S)-2-((tert-butoxycarbonyl)amino)-3-hydroxy-3-methylbutanamido)methyl)cyclohexane-1-carboxylic acid